(1R,2S,5S)-N-[(7-chloro-4-isoquinolyl)-cyano-methyl]-3-[(2S)-3,3-dimethyl-2-[(2,2,2-trifluoroacetyl)amino]butanoyl]-6,6-dimethyl-3-azabicyclo[3.1.0]hexane-2-carboxamide ClC1=CC=C2C(=CN=CC2=C1)C(NC(=O)[C@@H]1[C@H]2C([C@H]2CN1C([C@H](C(C)(C)C)NC(C(F)(F)F)=O)=O)(C)C)C#N